OCC1NC(C2CNCC21)=O 3-(hydroxymethyl)hexahydropyrrolo[3,4-c]pyrrol-1(2H)-one